1,1-Dimethylpyrrolidin-1-ium-3-ol C[N+]1(CC(CC1)O)C